(aminomethyl)-5-(1-methyl-1H-pyrazol-5-yl)imidazolidine-2,4-dione hydrochloride Cl.NCN1C(NC(C1C1=CC=NN1C)=O)=O